4-phenyl-[1,3,5]triazine-2-thiol C1(=CC=CC=C1)C1=NC(=NC=N1)S